N,N'-dimethylaminopropyl-hexahydrotriazine CNN1N(N(CCC1)CCC)NC